F[C@@H]1C[C@H](NC1)C1=NC2=C(C=C(C=C2C(N1C1=CC(=C(C=C1)OC)F)=O)[N+](=O)[O-])C 2-((2S,4R)-4-fluoropyrrolidin-2-yl)-3-(3-fluoro-4-methoxyphenyl)-8-methyl-6-nitroquinazolin-4(3H)-one